CN1C(C=CC2=CC=NC=C12)=O methyl-1,7-naphthyridin-2(1H)-one